C=CC(=O)C1=CC=C(C=C1)OC methylene-(4-methoxyphenyl)ethanone